1-amino-5-[(2R,4S)-4-[6,7-dimethyl-4-[3-(trifluoromethyl)-1-bicyclo[1.1.1]pentanyl]pteridin-2-yl]tetrahydropyran-2-yl]pyridin-2-one NN1C(C=CC(=C1)[C@@H]1OCC[C@@H](C1)C1=NC2=NC(=C(N=C2C(=N1)C12CC(C1)(C2)C(F)(F)F)C)C)=O